N-(2-Bromo-5-(3-(trifluoromethyl)phenoxy)phenyl)-1-methyl-5-oxopyrrolidine-2-carboxamide BrC1=C(C=C(C=C1)OC1=CC(=CC=C1)C(F)(F)F)NC(=O)C1N(C(CC1)=O)C